2-ethyl-1-{6-[(1-methylpiperidin-4-yl)oxy]pyridin-2-yl}-6-(methylsulfanyl)-1H,2H,3H-pyrazolo[3,4-d]pyrimidin-3-one C(C)N1N(C2=NC(=NC=C2C1=O)SC)C1=NC(=CC=C1)OC1CCN(CC1)C